(5S,8S)-5-fluoro-8-hydroxy-N-(3,4,5-tri-fluorobenzyl)-5,6,7,8-tetrahydroquinoline-5-carboxamide F[C@@]1(C=2C=CC=NC2[C@H](CC1)O)C(=O)NCC1=CC(=C(C(=C1)F)F)F